C(N)(=O)C1=[N+](C=CC(=C1)NC(=O)[C@@H]1O[C@]([C@H]([C@H]1C1=C(C(=C(C=C1)F)F)OC([2H])([2H])[2H])C)(C(F)(F)F)C)[O-] 2-carbamoyl-4-((2R,3S,4S,5R)-3-(3,4-difluoro-2-(methoxy-d3)phenyl)-4,5-dimethyl-5-(trifluoromethyl)tetrahydrofuran-2-carboxamido)pyridine 1-oxide